Sodium 3,4,5-trimethoxybenzoate COC=1C=C(C(=O)[O-])C=C(C1OC)OC.[Na+]